CCCCCCCCCCC\C=C/C Z-9E-12-tetradecene